N[C@H](C(=O)OC)CCN(C1CC(C1)CCC1=NC=2NCCCC2C=C1)C1CC1 methyl (S)-2-amino-4-(cyclopropyl(3-(2-(5,6,7,8-tetrahydro-1,8-naphthyridin-2-yl)ethyl)cyclobutyl)amino)butanoate